N-(4-cyano-2,6-difluoro-phenyl)-5-phenyl-1H-pyrrole-3-sulfonamide C(#N)C1=CC(=C(C(=C1)F)NS(=O)(=O)C1=CNC(=C1)C1=CC=CC=C1)F